3-[5-amino-3-(5-methyl-[1,2,4]triazolo[1,5-a]pyridin-7-yl)pyrazolo[1,5-a]pyrimidin-2-yl]benzonitrile NC1=NC=2N(C=C1)N=C(C2C2=CC=1N(C(=C2)C)N=CN1)C=1C=C(C#N)C=CC1